NC1=NC=CC=C1C1=NC=2C(=NC(=CC2)NC2CC2)N1C=1C=C2CC[C@@H](C2=CC1)NC(C1=CC(=C(C=C1)O)C=O)=O (S)-N-(5-(2-(2-aminopyridin-3-yl)-5-(cyclopropylamino)-3H-imidazo[4,5-b]pyridin-3-yl)-2,3-dihydro-1H-inden-1-yl)-3-formyl-4-hydroxybenzamide